1-dimethylaminopropyl-N-(1,3-dimethylaminopropyl)-methylamine CN(C(CC)N(C(CCNC)NC)C)C